1-chloromethyl 3-ethyl 2-oxopiperidine-1,3-dicarboxylate O=C1N(CCCC1C(=O)OCC)C(=O)OCCl